6-(2,6-dichloro-3,5-dimethoxyphenyl)-8-(methoxymethyl)-2-(methylthio)pyrido[3,4-d]pyrimidine ClC1=C(C(=C(C=C1OC)OC)Cl)C1=CC2=C(N=C(N=C2)SC)C(=N1)COC